C(OCCCCCCCCCCCCCCCCCCCC)(OC=C)=O eicosyl vinyl carbonate